[O-]C#N.C1(=CC=CC=C1)O (phenol) cyanate